2-(2,6-dioxopiperidin-3-yl)-5-[2-(piperazin-1-yl)ethoxy]isoindole-1,3-dione O=C1NC(CCC1N1C(C2=CC=C(C=C2C1=O)OCCN1CCNCC1)=O)=O